3-(2,7-Dimethyl-2H-indazol-5-yl)-7-(1-ethylpiperidin-4-yl)-5-fluorocinnoline CN1N=C2C(=CC(=CC2=C1)C=1N=NC2=CC(=CC(=C2C1)F)C1CCN(CC1)CC)C